(2R,5S)-5-(aminomethyl)-2-[3-(1-isopropyl-2-methyl-propoxy)phenyl]-1,4-thiazepan-3-one NC[C@H]1NC([C@H](SCC1)C1=CC(=CC=C1)OC(C(C)C)C(C)C)=O